3-{4-[(2-amino-4-pyrimidinyl)oxy]-2-ethylphenyl}-1-[5-(difluoromethyl)-3-pyridinyl]-2,4-imidazolidinedione NC1=NC=CC(=N1)OC1=CC(=C(C=C1)N1C(N(CC1=O)C=1C=NC=C(C1)C(F)F)=O)CC